C(C)(C)(C)OC(NC1CC(C1)C(N)=O)=O N-(3-carbamoylcyclobutyl)carbamic acid tert-butyl ester